1-(5-chloro-4,6-dimethylisoxazolo[5,4-b]pyridin-3-yl)-3-(4-(trifluoromethoxy)phenyl)urea ClC=1C(=C2C(=NC1C)ON=C2NC(=O)NC2=CC=C(C=C2)OC(F)(F)F)C